di(4-n-hexylphenyl)-carbonate C(CCCCC)C1=CC=C(C=C1)OC(OC1=CC=C(C=C1)CCCCCC)=O